ethyl-4-hydroxy-5-nitro-[1,1'-biphenyl]-3-carbaldehyde C(C)C1=C(C=C(C(=C1C=O)O)[N+](=O)[O-])C1=CC=CC=C1